FC(C=1C=C(C=CC1)[C@@H](C)NC=1C2=C(N=C(N1)C)C=NC(=C2)N2CCN(CC2)C(C)=O)F 1-{4-[4-({(1R)-1-[3-(difluoromethyl)phenyl]ethyl}amino)-2-methylpyrido[3,4-d]pyrimidin-6-yl]piperazin-1-yl}ethan-1-one